FC1(CN(CCC1NC(C1=CC(=C(C=C1)NCC#C)OC)=O)C)F N-(3,3-difluoro-1-methylpiperidin-4-yl)-3-methoxy-4-(prop-2-yn-1-ylamino)benzamide